N-(3-(6-(4-isopropylpiperazin-1-yl)-1H-benzo[d]imidazol-2-yl)-1H-pyrazol-4-yl)-7H-pyrrolo[2,3-d]pyrimidin-4-amine C(C)(C)N1CCN(CC1)C=1C=CC2=C(NC(=N2)C2=NNC=C2NC=2C3=C(N=CN2)NC=C3)C1